C(C)OC(C=CCCO)=O ethyl-5-hydroxy-2-pentenoate